CCC(C)(C)[O-].[K+] potassium tertpentoxide